BrC(C#C)C 3-bromo-butyne